[Br-].N(=C=O)CC[N+](C)(C)CCN=C=O 2-isocyanato-N-(2-isocyanatoethyl)-N,N-dimethylethylammonium bromide